[Si](C1=CC=CC=C1)(C1=CC=CC=C1)(C(C)(C)C)OC[C@@H]1[C@@H](C1)COCC(CO)(C)C 3-(((1R,2S)-2-(((tert-butyldiphenylsilyl)oxy)methyl)cyclopropyl)methoxy)-2,2-dimethylpropan-1-ol